C(#N)C=1C=CC(=C(C1)C1=CN=C(O1)C(=O)N[C@H]1CN([C@@H](C1)C)C#N)OC 5-(5-cyano-2-methoxyphenyl)-N-((3R,5R)-1-cyano-5-methylpyrrolidin-3-yl)oxazole-2-carboxamide